Decane-8-ylmethanesulfonate Sodium [Na+].CCCCCCCC(CC)CS(=O)(=O)[O-]